2-iodo-benzophenothiazine IC1=CC2=C(C=CC=3SC=4C=CC=CC4NC23)C=C1